CC1=CN=C(N=N1)N[C@@H]1C[C@H](CC1)NC1=CC=C(C=N1)N1C(C(=CC=C1)C#N)=O 6'-(((1S,3S)-3-((6-Methyl-1,2,4-triazin-3-yl)amino)cyclopentyl)amino)-2-oxo-2H-[1,3'-bipyridine]-3-carbonitrile